COC1CC(C1)C(=O)NC(NC1=CC(=C(C=C1)OC1=NC=CC=N1)C)=O 3-(3-methoxycyclobutanecarbonyl)-1-[3-methyl-4-(pyrimidin-2-yloxy)phenyl]urea